FCC([C@H](CC1=CC=CC=C1)NC(=O)C=1C(=NN(C1)C)C1=CC=CC=C1)=O (S)-N-(4-FLUORO-3-OXO-1-PHENYLBUTAN-2-YL)-1-METHYL-3-PHENYL-1H-PYRAZOLE-4-CARBOXAMIDE